2,3,4,5-tetrahydro-1H-3-benzazepin-7-carbonitrile C1CNCCC2=C1C=CC(=C2)C#N